COC1=CC=C(C=C1)C=1N=C(SC1C1=CC=C(C=C1)OC)N1N=C(C(=C1C(=O)O)C1=CC(=CC=C1)F)C 1-(4,5-bis(4-methoxyphenyl)thiazol-2-yl)-4-(3-fluorophenyl)-3-methyl-1H-pyrazole-5-carboxylic acid